6-Oxabicyclo[3.2.1]octane C12CCCC(OC1)C2